C(C)OC[C@@]1(CN(CC1)C(C)(C)C=1C=NC(=CC1)C)CCC=1SC=CN1 (S)-2-(2-(3-(ethoxymethyl)-1-(2-(6-methylpyridin-3-yl)propan-2-yl)pyrrolidin-3-yl)ethyl)thiazole